C(C(C)C)OC1=CC=C(C[NH-])C=C1 4-isobutoxybenzyl-amide